C(CCCCC)(=O)C1C(=O)NCCCC1 hexanoylcaprolactam